4-(8-(5-cyclopropyl-2-ethoxy-4-(5-fluoropyrimidin-2-yl)benzyl)-2-oxo-1-oxa-3,8-diazaspiro[4.5]decan-3-yl)benzenesulfonic acid C1(CC1)C=1C(=CC(=C(CN2CCC3(CN(C(O3)=O)C3=CC=C(C=C3)S(=O)(=O)O)CC2)C1)OCC)C1=NC=C(C=N1)F